rel-(S)-tert-butyl ((6-(pyridin-4-yl)-1,3,4,5-tetrahydrobenzo[c]oxepin-1-yl)methyl)carbamate N1=CC=C(C=C1)C1=CC=CC=2[C@H](OCCCC21)CNC(OC(C)(C)C)=O |o1:11|